(S)-2-amino-N-((6-amino-2-methylpyridin-3-yl)methyl)propanamide N[C@H](C(=O)NCC=1C(=NC(=CC1)N)C)C